2-(3,5-dimethylphenyl)-N-((2-(2,6-dioxopiperidin-3-yl)-1-oxoisoindolin-4-yl)methyl)-2-oxoacetamide CC=1C=C(C=C(C1)C)C(C(=O)NCC1=C2CN(C(C2=CC=C1)=O)C1C(NC(CC1)=O)=O)=O